2-(5-(2-((5-(4-Ethylpiperazin-1-yl)pyridin-2-yl)amino)-5-fluoropyrimidin-4-yl)-2,6-dimethyl-2H-thieno[3,2-c]pyrazol-3-yl)-1,1,1-trifluoropropan-2-ol C(C)N1CCN(CC1)C=1C=CC(=NC1)NC1=NC=C(C(=N1)C1=C(C2=NN(C(=C2S1)C(C(F)(F)F)(C)O)C)C)F